BrC=1C(=NC(=NC1)NC=1C(=NN(C1)C1CCN(CC1)C)C)NCCCN1C(COCC1)=O 4-(3-((5-bromo-2-((3-methyl-1-(1-methylpiperidin-4-yl)-1H-pyrazol-4-yl)amino)pyrimidin-4-yl)amino)propyl)morpholin-3-one